N-(4-chlorophenyl)-N-phenylnaphthalene-2-amine ClC1=CC=C(C=C1)N(C1=CC2=CC=CC=C2C=C1)C1=CC=CC=C1